[Si](C)(C)(C(C)(C)C)OCCC1=C2C=CNC2=CC(=C1)NC(NC1=CC(=CC=C1)C(F)(F)F)=O 3-(4-[2-[(tert-butyldimethylsilyl)oxy]ethyl]-1H-indol-6-yl)-1-[3-(trifluoromethyl)phenyl]urea